Cl.N[C@@]1(C[C@@H]([C@H](C1)O)CCB(O)O)C(=O)O |r| rac-(1R,3S,4S)-1-amino-3-(2-boronoethyl)-4-hydroxycyclopentane-1-carboxylic acid hydrochloride